N1(CCOCC1)C1=NC2=C(N=CC=C2C(=C1)OCC1CCOCC1)C1=CC=NN1 2-(morpholin-4-yl)-8-(1H-pyrazol-5-yl)-4-(tetrahydro-2H-pyran-4-ylmethoxy)-1,7-naphthyridine